BrC=1SC2=C(N1)C=CC=C2 2-Bromo-1,3-benzothiazole